2-((4-chloropyrimidin-5-yl)oxy)-5-fluoro-N,N-diphenylbenzamide ClC1=NC=NC=C1OC1=C(C(=O)N(C2=CC=CC=C2)C2=CC=CC=C2)C=C(C=C1)F